5-(5-ethyl-2-methyl-6-oxo-1,6-dihydro-pyridin-3-yl)-thiophene-2-sulfonic acid [3-(2R-hydroxymethyl-pyrrolidin-1-yl)-propyl]-amide hydrochloride Cl.OC[C@@H]1N(CCC1)CCCNS(=O)(=O)C=1SC(=CC1)C1=C(NC(C(=C1)CC)=O)C